COCN1C(=NC=C1)C1=C(C=CC=C1)CN1CC2(C1)CNC2 2-[[2-[1-(methoxymethyl)imidazol-2-yl]phenyl]methyl]-2,6-diazaspiro[3.3]heptane